C(C=C)(=O)N1CC(=CCC1)C=1C=NN(C1)C(C(=O)NC1=NC=C(C(=N1)OC)Cl)C 2-(4-(1-propenoyl-1,2,5,6-tetrahydropyridin-3-yl)-1H-pyrazol-1-yl)-N-(5-chloro-4-methoxypyrimidin-2-yl)propionamide